ClC=1C=C(C=C(C1)F)N1N=C(N=C1[C@H](C)O)CN1C(N(C(=C1)C1=CC=C(C=C1)Cl)C[C@@H](C(F)(F)F)O)=O 1-((1-(3-chloro-5-fluorophenyl)-5-((S)-1-hydroxyethyl)-1H-1,2,4-triazol-3-yl)methyl)-4-(4-chlorophenyl)-3-((S)-3,3,3-trifluoro-2-hydroxypropyl)-1,3-dihydro-2H-imidazol-2-one